methyl 4-(5-(4-(4-isopropyl-4H-1,2,4-triazol-3-yl)phenyl)pyridin-3-yl)-1H-pyrrolo[2,3-b]pyridine-2-carboxylate C(C)(C)N1C(=NN=C1)C1=CC=C(C=C1)C=1C=C(C=NC1)C1=C2C(=NC=C1)NC(=C2)C(=O)OC